[(2S)-2-benzyloxy-3-octadecoxy-propyl] bis(4-nitrophenyl) phosphate P(=O)(OC[C@H](COCCCCCCCCCCCCCCCCCC)OCC1=CC=CC=C1)(OC1=CC=C(C=C1)[N+](=O)[O-])OC1=CC=C(C=C1)[N+](=O)[O-]